C1(CC1)C=1C=C2C(=C(C(N(C2=CC1)C)=O)C#N)N1CCC(CC1)OC1=CC=C(C=C1)F 6-cyclopropyl-4-[4-(4-fluorophenoxy)piperidin-1-yl]-1-methyl-2-oxo-1,2-dihydroquinoline-3-carbonitrile